C1(CC=C(C=C1)C)(C)C(=O)O.C1(CC1)C(=O)NC1=CC(=C(N=N1)C(=O)NC([2H])([2H])[2H])NC1=C(C(=CC=C1)C1=NN(C=N1)CC#C)OC 6-(Cyclopropanecarboxamido)-4-((2-methoxy-3-(1-(prop-2-yn-1-yl)-1H-1,2,4-triazol-3-yl)phenyl)amino)-N-(methyl-d3)pyridazine-3-carboxamide para-xyleneAT